C(C1=CC=CC=C1)OC=1C=C2C=C(N(C2=CC1)S(=O)(=O)C1=CC=CC=C1)C(=O)OCC ethyl 5-(benzyloxy)-1-(phenylsulfonyl)-1H-indole-2-carboxylate